Diisopropyl-dimethyl-tin C(C)(C)[Sn](C)(C)C(C)C